CN1C[C@@H](CC1)N1CCN(C2=CC=CC=C12)C1CCOCC1 (R)-N-(1-methylpyrrolidin-3-yl)-4-(tetrahydro-2H-pyran-4-yl)-3,4-dihydroquinoxaline